ClC1=NC=C2C=C(C=3N(C2=C1)N=CN3)C=3C(=CC(=NC3)C(=O)OC)C methyl 5-{8-chloro-[1,2,4]triazolo[1,5-a]1,6-naphthyridin-4-yl}-4-methylpyridine-2-carboxylate